ClC=1C=C(C=CC1N1CC=CC1)C(C(=O)O)C 3-chloro-4-(2,5-dihydro-1H-pyrrol-1-yl)-α-methylphenylacetic acid